(2S)-2-benzyloxy-3-pentanone C(C1=CC=CC=C1)O[C@@H](C)C(CC)=O